C(C)(C)C1=C(NC2=CC=C(C=C12)C1CCN(CC1)CC(=O)N)C=1C(=CC=2N(C1)N=NN2)C 2-(4-(3-isopropyl-2-(7-methyltetrazolo[1,5-a]pyridin-6-yl)-1H-indol-5-yl)piperidin-1-yl)acetamide